C1(CC1)N(C1=C(C(=NC=N1)NCC1C(CN(CC1)CC(=O)N)O)F)CC1=CC=C(C=C1)C(C)(F)F 2-(4-(((6-(cyclopropyl(4-(1,1-difluoroethyl)benzyl)amino)-5-fluoropyrimidin-4-yl)amino)methyl)-3-hydroxypiperidin-1-yl)acetamide